C(C)(C)(C)OC(=O)N[C@@]1(CN(CC1)C=1C(=NC=C(C1C1=CC(=CC(=C1)F)F)Cl)C(=O)O)C (S)-3-(3-((tert-Butoxycarbonyl)amino)-3-methylpyrrolidin-1-yl)-5-chloro-4-(3,5-difluorophenyl)picolinic acid